COC1=CC=C(C=C1)P1(SP(S1)(=S)C1=CC=C(C=C1)OC)=S 2,4-bis(4-methoxyphenyl)-2,4-dithioxo-1,3,2λ5,4λ5-dithiadiphosphetane